[2-(adamantane-1-carbonyloxy)-ethoxycarbonyl]-difluoromethane sodium [Na].C12(CC3CC(CC(C1)C3)C2)C(=O)OCCOC(=O)C(F)F